cetyldimethylamine oxide C(CCCCCCCCCCCCCCC)[N+](C)(C)[O-]